4-(2-bromoethyl)morpholin-3-one BrCCN1C(COCC1)=O